BrC=1C=2N(C=CC1)N=CC2C(NC(=O)[C@@H]2[C@H]1C([C@H]1CN2C([C@H]([C@@H](C)OC(C)(C)C)NC(C(F)(F)F)=O)=O)(C)C)C#N (1R,2S,5S)-N-[(4-bromopyrazolo[1,5-a]pyridin-3-yl)-cyano-methyl]-3-[(2S,3R)-3-tert-butoxy-2-[(2,2,2-trifluoroacetyl)amino]butanoyl]-6,6-dimethyl-3-azabicyclo[3.1.0]hexane-2-carboxamide